ClC1=NC(=CC(=N1)N1[C@H](CCC1)CO)Cl (R)-(1-(2,6-dichloropyrimidin-4-yl)pyrrolidin-2-yl)methanol